3-cyclopropyl-4-(2-fluoro-5-methyl-4-methylsulfonyl-phenyl)-1H-pyrazolo[3,4-c]pyridine-5-carbonitrile C1(CC1)C1=NNC2=CN=C(C(=C21)C2=C(C=C(C(=C2)C)S(=O)(=O)C)F)C#N